C(C)(=O)O.C(CCC)OCCCC monobutyl ether acetate